C(CCCCCCCCCCCCC)NCCCCCN myristyl-pentamethylenediamine